2-(((3S)-6-(3-(4-propenoylpiperazin-1-yl)-2-hydroxypropyl)-1-methyl-2-oxo-1,2,3,4,5,6-hexahydrobenzo[b][1,4]diazocine-3-yl)amino)-6-methyl-4-(trifluoromethyl)nicotinonitrile C(C=C)(=O)N1CCN(CC1)CC(CN1C2=C(N(C([C@H](CC1)NC1=C(C#N)C(=CC(=N1)C)C(F)(F)F)=O)C)C=CC=C2)O